alpha-fructosyl-serine OC[C@]1([C@@H](O)[C@H](O)[C@H](O1)CO)N[C@@H](CO)C(=O)O